[N+](=O)([O-])N1N=C(C(=C1)[N+](=O)[O-])[N+](=O)[O-] 1,3,4-trinitro-pyrazole